C(C)OC(COC1=C(C=C(C(=C1)F)Br)C1=NOCC1OCC)=O Ethyl-2-[4-bromo-5-fluoro-2-(4-ethoxy-4,5-dihydroisoxazol-3-yl)phenoxy]acetat